O1C(=CC2=C1C=CC=C2)C2=CC=C(C=C2)N2C1=CC=C(C=C1C=1C=C(C=CC21)C=2C=NC1=CC=CC=C1C2)C=2C=NC1=CC=CC=C1C2 9-(4-benzofuran-2-yl-phenyl)-3,6-di-quinoline-3-yl-9H-carbazole